Cl.CN1C(=NC2=C1C=C(C=C2)C#CC2=NN(C1=NC=NC(=C12)N)[C@@H]1CN[C@H](C1)COC)C 3-((1,2-dimethyl-1H-benzo[d]imidazol-6-yl)ethynyl)-1-((3s,5r)-5-(methoxymethyl)pyrrolidin-3-yl)-1H-pyrazolo[3,4-d]pyrimidin-4-amine hydrochloride